2-(3-fluorophenyl)quinoline-7-carboxylic acid FC=1C=C(C=CC1)C1=NC2=CC(=CC=C2C=C1)C(=O)O